C(#N)N1CC(CC1)CNC(C1=CN=CC(=C1)C1=CC=C(C=C1)F)=O N-((1-Cyanopyrrolidin-3-yl)methyl)-5-(4-fluorophenyl)nicotinamide